C(C1=CC=CC=C1)OC1=C(C=C(C=C1)CO)OC([2H])([2H])[2H] (4-(benzyloxy)-3-(methoxy-d3)phenyl)methanol